CN(C/C=C/C(=O)NC1=CC=C(C(=O)O)C=C1)C (E)-4-(4-(dimethylamino)but-2-enoylamino)benzoic acid